(2S)-1-(3,5-difluorophenyl)-2-methyl-piperazine FC=1C=C(C=C(C1)F)N1[C@H](CNCC1)C